CC1=NC=C(C=C1)C=1NC=CC1 (S)-2-methyl-5-(pyrrole-2-yl)pyridine